[Si](C1=CC=CC=C1)(C1=CC=CC=C1)(C(C)(C)C)O[C@@H]1CC(N(C1)C1CCN(CC1)C(=O)OC(C)(C)C)=O tert-butyl (R)-4-(4-((tert-butyldiphenylsilyl)oxy)-2-oxopyrrolidin-1-yl)piperidine-1-carboxylate